C(=O)C1=CC=C(N1C)C(=O)OC Methyl 5-formyl-1-methyl-1H-pyrrole-2-carboxylate